cobalt-chromium-tungsten [W].[Cr].[Co]